3-(1-Isopropyl-4-methoxy-4-methylpentyl)sulfanyl-1-(2,6,6-trimethylcyclohex-3-en-1-yl)butan-1-one C(C)(C)C(CCC(C)(C)OC)SC(CC(=O)C1C(C=CCC1(C)C)C)C